(S)-4-(2-acryloyl-2,6-diazaspiro[3.4]octan-6-yl)-2-((1-methylpyrrolidin-2-yl)methoxy)-6-(2-(trifluoromethyl)phenyl)pyrimidine-5-carbonitrile C(C=C)(=O)N1CC2(C1)CN(CC2)C2=NC(=NC(=C2C#N)C2=C(C=CC=C2)C(F)(F)F)OC[C@H]2N(CCC2)C